BrC1=CC=C(C=C1)C=1C(N(C=C2C1N=C(N=C2)NCC2CC2)C2=CC=C(C=C2)OC)=O 8-(4-bromophenyl)-2-((cyclopropylmethyl)amino)-6-(4-methoxyphenyl)pyrido[4,3-d]pyrimidin-7(6H)-one